C(C)(C)(C)OC(=O)N1CC(C1)C=1C=NC=CC1N(C)CCO.C(C)C=1N=C(NC1)C ethyl-2-methyl-imidazole tert-butyl-3-(4-((2-hydroxyethyl)(methyl)amino)pyridin-3-yl)azetidine-1-carboxylate